C(C=C)(=O)O.C(C=C)(=O)O.C(C=C)(=O)O.OC(O)(O)CCC trihydroxyMethylpropane triacrylate